N-Cyclobutyl-2-[6-[3-(trifluoromethyl)phenyl]pyrazolo[4,3-b]pyridin-1-yl]acetamide C1(CCC1)NC(CN1N=CC2=NC=C(C=C21)C2=CC(=CC=C2)C(F)(F)F)=O